CC=1C=CC(=NC1C(F)(F)F)NC=1C=C2C=CNC2=CC1 N-(5-methyl-6-(trifluoromethyl)pyridin-2-yl)-1H-indol-5-amine